COC1=C(C2=CC=CC=C2C=C1)CC=C 3-(2-methoxy-1-naphthyl)-1-propene